4-(6,7-dimethoxy-quinolin-4-ylamino)-N-(3-phenylpropyl)-benzamide COC=1C=C2C(=CC=NC2=CC1OC)NC1=CC=C(C(=O)NCCCC2=CC=CC=C2)C=C1